2-amino-3-methyl-N-((1R)-1-(2-pyrimidinyl)ethyl)-N-((6-(trifluoromethoxy)-3-pyridazinyl)methyl)-6-quinolinecarboxamide NC1=NC2=CC=C(C=C2C=C1C)C(=O)N(CC=1N=NC(=CC1)OC(F)(F)F)[C@H](C)C1=NC=CC=N1